N-(3-(Methyl(7H-pyrrolo[2,3-d]pyrimidin-4-yl)amino)bicyclo[1.1.1]pentan-1-yl)propane-1-sulfonamide CN(C12CC(C1)(C2)NS(=O)(=O)CCC)C=2C1=C(N=CN2)NC=C1